C(=CC=CCCCCCCC=C)O 11-dodecen-dienol